10-hydroxy-7-((R)-4,4,4-trifluoro-2-methylbutanoyl)-7-azaspiro[4.5]decan OC1CCN(CC12CCCC2)C([C@@H](CC(F)(F)F)C)=O